C(C)OC1=C(C=CC=C1)CN1N=C(C=C1C1=CC=C2C=NN(C2=C1)CC)COC(C(=O)O)(C)C 2-([1-[(2-Ethoxyphenyl)methyl]-5-(1-ethyl-1H-indazol-6-yl)-1H-pyrazol-3-yl]methoxy)-2-methylpropanoic acid